(E)-N-((4-cyclopentyl-3-(trifluoromethyl)benzyl)oxy)acetylcarbamate C1(CCCC1)C1=C(C=C(COCC(=O)NC([O-])=O)C=C1)C(F)(F)F